(2-methyl-1-(6-(1-methyl-1H-pyrazol-4-yl)pyrazolo[1,5-a]pyrazin-4-yl)piperidin-4-yl)methanamine CC1N(CCC(C1)CN)C=1C=2N(C=C(N1)C=1C=NN(C1)C)N=CC2